CC=1C=NC2=CC(=CC=C2C1)C=1CC[C@@H](CN1)C |r| 3-Methyl-7-[rac-(3S)-3-methyl-2,3,4,5-tetrahydropyridin-6-yl]quinoline